7-(1-methyl-1H-pyrazol-3-yl)-6-(1-((4,5,6,7-tetrahydropyrazolo[1,5-a]pyridin-3-yl)sulfonyl)piperidin-4-yl)-[1,2,4]triazolo[1,5-a]pyridine CN1N=C(C=C1)C1=CC=2N(C=C1C1CCN(CC1)S(=O)(=O)C=1C=NN3C1CCCC3)N=CN2